BrC1=CC2=CN(N=C2C=C1OC)CCOC 5-bromo-6-methoxy-2-(2-methoxyethyl)-2H-indazole